FC1=C(C=C(C(=C1)C(F)(F)F)C1=NN(C=N1)C)NC(=O)N1[C@H]2C[C@@H](C[C@@]1(C2)C=2OC(=NN2)COC)C (1R,3S,5S)-N-(2-fluoro-5-(1-methyl-1H-1,2,4-triazol-3-yl)-4-(trifluoromethyl)phenyl)-1-(5-(methoxymethyl)-1,3,4-oxadiazol-2-yl)-3-methyl-6-azabicyclo[3.1.1]heptane-6-carboxamide